CN1C(N(C2=C1C=C(C=C2)N2C1CN(C(C2)C1)CCCNC)C1C(NC(CC1)=O)=O)=O 3-(3-methyl-5-(5-(3-(methylamino)propyl)-2,5-diazabicyclo[2.2.1]heptan-2-yl)-2-oxo-2,3-dihydro-1H-benzo[d]imidazol-1-yl)piperidine-2,6-dione